Pentyl methyl ether COCCCCC